Cl.N[C@H]([C@@H](C=O)O)[C@H](O)[C@H](O)CO 3-AMINO-3-DEOXY-D-MANNOSE, HYDROCHLORIDE